carboxy-3,10-dihydroxy-spiro[7H-benzo[c]xanthene-7,1'(3'H)-isobenzofuran]-3'-one C(=O)(O)C1=C2C(OC3(C2=CC=C1)C=1C=CC(=CC1OC=1C2=C(C=CC13)C=C(C=C2)O)O)=O